C1(=CC=CC=C1)SC1=C(C2=CC=CC=C2C=C1)C1=C(C=CC2=CC=CC=C12)SC1=CC=CC=C1 2,2'-bis(phenylthio)-1,1'-binaphthyl